BrC1=CC=C(C=C1)N1C2=CC=CC=C2C=2C=CC=CC12 9-(4-Bromophenyl)carbazole